C(#N)C=1C(=NC=C(C1C1=CC(=C(C=C1)C#N)F)C1=CC(=C(C=C1)OC)O)N1CCCCC1 1-(3-cyano-4-(4-cyano-3-fluorophenyl)-5-(3-hydroxy-4-methoxyphenyl)pyridin-2-yl)piperidine